C(C)(C)(C)OC(=O)N1CC(CC1)CNC1=C(C=CC=C1)C(F)(F)F 3-(((2-(trifluoromethyl)phenyl)amino)methyl)pyrrolidine-1-carboxylic acid tert-butyl ester